N,N-dimethyl-5-(4-(7-methyl-2-phenylimidazo[1,2-a]pyridine-3-carbonyl)piperazin-1-yl)pyrazine-2-carboxamide CN(C(=O)C1=NC=C(N=C1)N1CCN(CC1)C(=O)C1=C(N=C2N1C=CC(=C2)C)C2=CC=CC=C2)C